ammonium acrylamide dimethyl-taurate CN(CCS(=O)(=O)[O-])C.C(C=C)(=O)N.[NH4+]